NC1=NC2=C(N1CCC1=CC=C(C=C1)Br)C=CC(=C2)CO 2-amino-1-(4-bromophenethyl)-1H-benzo[d]imidazole-5-methanol